ClC1=C(C=CC(=C1)Cl)C=1N=C(NC1)C1=NC=CN=C1 4-(2,4-dichlorophenyl)-2-pyrazinylimidazole